C1(CCC1)COC1=NC=CC=C1C1=CC(=C(OCCCC(=O)O)C=C1)F 4-[4-(2-cyclobutylmethoxy-pyridin-3-yl)-2-fluoro-phenoxy]-butyric acid